N-(tert-butyl)-4-mesitylbenzothiazol-2-amine C(C)(C)(C)NC=1SC2=C(N1)C(=CC=C2)C2=C(C=C(C=C2C)C)C